C1(CCCC1)N1C2=NC(=NC=C2N=C1NC1=CC=CC=C1)NC1=CC=C(C=C1)N1CCC(CC1)N1CCN(CC1)CC1=CC=C(C=C1)NC1C(NC(CC1)=O)=O 3-((4-((4-(1-(4-((9-cyclopentyl-8-(phenylamino)-9H-purin-2-yl)amino)phenyl)piperidin-4-yl)piperazin-1-yl)methyl)phenyl)amino)piperidine-2,6-dione